(RS)-4-Methyl-N-(4-(piperidin-3-yl)phenyl)benzamide CC1=CC=C(C(=O)NC2=CC=C(C=C2)[C@@H]2CNCCC2)C=C1 |r|